OC(C)C=1C(=NC(=CC1)N1C=NC2=C1C=CC(=C2)NC=2N=NC(=CC2)C)N2N=C(C=C2C)C(=O)NC 1-[3-(1-hydroxyethyl)-6-[5-[(6-methylpyridazin-3-yl)amino]benzimidazol-1-yl]-2-pyridinyl]-N,5-dimethyl-pyrazole-3-carboxamide